2-((3-(2-(diisopropylamino)ethyl)-1H-indol-6-yl)oxy)-6-methyltetrahydro-2H-pyran-3,4,5-triol C(C)(C)N(CCC1=CNC2=CC(=CC=C12)OC1OC(C(C(C1O)O)O)C)C(C)C